N1(CCC1)C1=CC=CC(=N1)C1=NC(=NC(=N1)N[C@H](C)C1CC1)N[C@H](C)C1CC1 6-(6-(azetidin-1-yl)pyridin-2-yl)-N2,N4-bis((R)-1-cyclopropyl-ethyl)-1,3,5-triazine-2,4-diamine